2-aminonaphthalene-4,8-disulphonic acid NC1=CC2=C(C=CC=C2C(=C1)S(=O)(=O)O)S(=O)(=O)O